C1(CC1)C=1N=CC(=NC1)C=1C=C(N(CC(F)F)C2=NC(N(C3=CC=C(C(=C23)F)F)C([2H])([2H])[2H])=O)C=C(C1)F 4-[3-(5-cyclopropylpyrazin-2-yl)-N-(2,2-difluoroethyl)-5-fluoro-anilino]-5,6-difluoro-1-(trideuteriomethyl)quinazolin-2-one